(E)-2-hydroxy-4-methoxy-6-(3,4-dihydroxystyryl)benzoic acid methyl ester COC(C1=C(C=C(C=C1\C=C\C1=CC(=C(C=C1)O)O)OC)O)=O